[Br-].C(CCC)[Zn+] n-Butylzinc Bromide